lauric amide borate B(O)(O)O.C(CCCCCCCCCCC)(=O)N